2-chloromethylbenzimidazole ClCC=1NC2=C(N1)C=CC=C2